1-(methylsulfonyl)-4-(4,4,5,5-tetramethyl(1,3,2-dioxaborolan-2-yl))-1,2,5,6-tetrahydropyridine CS(=O)(=O)N1CC=C(CC1)B1OC(C(O1)(C)C)(C)C